C(C)(C)(C)OC(=O)N1[C@H](C[C@@H](C1)C1=CC=CC=C1)C(N[C@H](C(=O)NCC1=C(C(=CC(=C1)Cl)Cl)O)C)=O.BrC1=NC=C(C=C1SC)Cl 2-bromo-5-chloro-3-(methylthio)pyridine tert-Butyl-(2R,4R)-2-(((S)-1-((3,5-dichloro-2-hydroxybenzyl)amino)-1-oxopropan-2-yl)carbamoyl)-4-phenylpyrrolidine-1-carboxylate